C1C(CC2=CC=CC=C12)NC1=NC=2CCC[C@@H](C2C=N1)C1=NN=C(O1)CC(=O)N1CC2=C(CC1)N=NN2 (S)-2-(5-(2-((2,3-dihydro-1H-inden-2-yl)amino)-5,6,7,8-tetrahydroquinazolin-5-yl)-1,3,4-oxadiazol-2-yl)-1-(3,4,6,7-tetrahydro-5H-[1,2,3]triazolo[4,5-c]pyridin-5-yl)ethan-1-one